(2S,5R)-5-hydroxy-2-methylpiperidine-1-carboxylic acid tert-butyl ester C(C)(C)(C)OC(=O)N1[C@H](CC[C@H](C1)O)C